BrC=1C=CC2=CN(N=C2C1)C1CC(N(CC1)C(=O)OC(C)(C)C)(C)C tert-butyl 4-(6-bromoindazol-2-yl)-2,2-dimethyl-piperidine-1-carboxylate